N1N=C(C2=C1N=CS2)C(=O)[O-] 1H-pyrazolo[3,4-d]thiazole-3-carboxylate